4-piperidinyl-urea N1CCC(CC1)NC(=O)N